FC(C1=NN=C(O1)C1=CC(=C(CN(C(=S)N2CC3(C2)CN(C3)C)C3=CC=C(C=C3)F)C=C1)F)F N-(4-(5-(difluoromethyl)-1,3,4-oxadiazol-2-yl)-2-fluorobenzyl)-N-(4-fluorophenyl)-6-methyl-2,6-diazaspiro[3.3]heptane-2-thioamide